ClC1=C(C(=CC=C1)Cl)C=1N=C2C=3C=CC=NC3C=CN2C1C(=O)N 2-(2,6-dichlorophenyl)imidazo[2,1-f][1,6]naphthyridine-3-carboxamide